2-Azido-2-[4-[3-(4-fluorophenyl)-3-oxoprop-1-enyl]phenyl]acetic acid N(=[N+]=[N-])C(C(=O)O)C1=CC=C(C=C1)C=CC(=O)C1=CC=C(C=C1)F